FC(SC=1C=NN(C1)C=C1CC2(CN(C2)C(=O)OC(C)(C)C)C1)(F)F tert-butyl 6-[[4-(trifluoromethylthio) pyrazol-1-yl] methylene]-2-azaspiro[3.3]heptane-2-carboxylate